C1=C(C=CC2=CC=CC=C12)[C@H]1[C@@H](C1)N trans-2-(naphthalen-2-yl)cyclopropylamine